5-[bis[(4-methoxyphenyl)methyl]amino]-2-(2,2-difluoroethoxy)-6-fluoropyridin-3-ol COC1=CC=C(C=C1)CN(C=1C=C(C(=NC1F)OCC(F)F)O)CC1=CC=C(C=C1)OC